10-(3-bromo-2-chlorophenoxy)-7,7-dimethyl-N,N-diphenyl-7H-benzo[c]fluoren-5-amine BrC=1C(=C(OC2=CC=3C=4C5=C(C(=CC4C(C3C=C2)(C)C)N(C2=CC=CC=C2)C2=CC=CC=C2)C=CC=C5)C=CC1)Cl